FC1=C(C=C2NC(C(=NC2=C1F)C)=O)CN1CCN(CC1)C=1C=CC(=NC1C)C(=O)N[C@H]1COCC1 (R)-5-(4-((7,8-difluoro-2-methyl-3-oxo-3,4-dihydroquinoxalin-6-yl)methyl)piperazin-1-yl)-6-methyl-N-(tetrahydrofuran-3-yl)picolinamide